1-(2,2-difluorovinyl)-4-methylbenzene FC(=CC1=CC=C(C=C1)C)F